2'-fluoro-2'-deoxy cytidine-5'-triphosphate P(O)(=O)(OP(=O)(O)OP(=O)(O)O)OC[C@@H]1[C@H]([C@H]([C@@H](O1)N1C(=O)N=C(N)C=C1)F)O